NC1=C(C(=CC2=CC=CC=C12)Cl)Br 1-amino-2-bromo-chloronaphthalene